5-(8-(3-methoxy-3-(trifluoromethyl)pyrrolidin-1-yl)imidazo[1,2-b]pyridazin-6-yl)pyrimidine-2,4(1H,3H)-dione COC1(CN(CC1)C=1C=2N(N=C(C1)C=1C(NC(NC1)=O)=O)C=CN2)C(F)(F)F